(R)-3-(morpholin-3-yl)-1,2,4-oxadiazol-5(4H)-one hydrochloride Cl.N1[C@@H](COCC1)C1=NOC(N1)=O